C[Si](C)(C)[Ni] trimethylsilyl-nickel